ClC=1C=C(CNC2=NC=3C=CN=CC3C3=C2C=C(N3)C(=O)O)C=CC1 4-((3-chlorobenzyl)amino)-1H-pyrrolo[3,2-c][1,6]naphthyridine-2-carboxylic acid